(S)-7'-(1-cyclopropylethyl)-2'-(piperidin-4-ylamino)spiro[cyclopropane-1,5'-pyrrolo[2,3-d]pyrimidin]-6'(7'H)-one C1(CC1)[C@H](C)N1C(C2(C3=C1N=C(N=C3)NC3CCNCC3)CC2)=O